2-oxa-5-azabicyclo[2.2.1]heptan-5-yl(3-hydroxyl-5-nitrophenyl)methanone C12OCC(N(C1)C(=O)C1=CC(=CC(=C1)[N+](=O)[O-])O)C2